ClC=1C=C(C=CC1)N1N=C(C(=C1)/C=C/C(=O)N[C@@H](CC1=CNC2=CC=CC=C12)C(=O)O)CCC1=CC=CC=C1 (E)-(3-(1-(3-chlorophenyl)-3-phenethyl-1H-pyrazol-4-yl)acryloyl)-L-tryptophan